C(C)(C)(C)OC(=O)N1CCC(CC1)CN1CCC(CC1)C=1C=C2CN(C(C2=CC1)=O)C1C(NC(CC1)=O)=O.C[Si](OC1=NC=CC(=N1)O[Si](C)(C)C)(C)C 2,4-di(trimethylsilyloxy)pyrimidine tert-butyl-4-((4-(2-(2,6-dioxopiperidin-3-yl)-1-oxoisoindolin-5-yl)piperidin-1-yl)methyl)piperidine-1-carboxylate